tris-(alpha-chloroethyl)phosphate ClC(C)OP(=O)(OC(C)Cl)OC(C)Cl